ClC1=CC(=NC=N1)C(C)=O 1-(6-Chloropyrimidin-4-yl)ethan-1-one